1-(5-ethynylpyridin-2-yl)-N-methyl-methylamine C(#C)C=1C=CC(=NC1)CNC